C(=O)C1=CC=C(NC2=NC=C(C(=N2)C2=C3C=CNC3=CC=C2)C(F)(F)F)C=C1 (4-Methanoyl)anilino-4-(1H-indol-4-yl)-5-trifluoromethyl-pyrimidine